ClC1=C(C=C(OCC(=O)NC23CC(C(CC2)(CC3)C(=O)NCC3=NC=C(C=C3)OC(F)F)O)C=C1)F 4-[2-(4-chloro-3-fluorophenoxy)acetamido]-N-{[5-(difluoromethoxy)pyridin-2-yl]methyl}-2-hydroxy-bicyclo[2.2.2]octane-1-carboxamide